FC=1C=C2C=CC(=NC2=NC1OS(=O)(=O)C(F)(F)F)C1=CCCN(C1)C(=O)OC(C)(C)C tert-butyl 5-[6-fluoro-7-(trifluoromethylsulfonyloxy)-1,8-naphthyridin-2-yl]-3,6-dihydro-2H-pyridine-1-carboxylate